FC1=C(C=C(CN2C(NC(C3=C2N=CC=C3)=O)=O)C=C1)C(=O)N1CCNCC1 1-(4-fluoro-3-(piperazine-1-carbonyl)benzyl)pyrido[2,3-d]pyrimidine-2,4(1H,3H)-dione